4-[4-(Acryloyloxy-hexyloxy)cyclohexyl]phenoxyhexyl acrylate C(C=C)(=O)OCCCCCCOC1=CC=C(C=C1)C1CCC(CC1)OCCCCCCOC(C=C)=O